5-Methyl-6-((1-(naphthalen-1-yl)cyclopropyl)carbamoyl)-1H-indole-2-carboxylic acid CC=1C=C2C=C(NC2=CC1C(NC1(CC1)C1=CC=CC2=CC=CC=C12)=O)C(=O)O